[4-(4-hydroxyphenylisopropyl)phenoxy]methane OC1=CC=C(C=C1)C(C)(C)C1=CC=C(OC)C=C1